COC=1C=C(C=C(C1C)OC)C1=C(C=C(C=C1)[N+](=O)[O-])COC1CC2=CC=CC=C2C1 2-((3',5'-dimethoxy-4'-methyl-4-nitro-[1,1'-biphenyl]-2-yl)methoxy)-2,3-dihydro-1H-indene